4-CHLOROQUINOLINE-3-BORONIC ACID ClC1=C(C=NC2=CC=CC=C12)B(O)O